3-phenyloxetan C1(=CC=CC=C1)C1COC1